3,5-difluoro-4-((7-methoxy-4-methyl-2-oxo-2,3-dihydro-1H-imidazo[4,5-c][1,8]naphthyridin-1-yl)methyl)benzenesulfonamide FC=1C=C(C=C(C1CN1C(NC=2C(=NC=3N=C(C=CC3C21)OC)C)=O)F)S(=O)(=O)N